hexan-2,5-diol CC(CCC(C)O)O